8-ethyl-N-[(4-methoxyphenyl)methyl]-2-(morpholin-4-yl)-N-[(1-{[2-(trimethylsilyl)ethoxy]methyl}-1H-benzimidazol-2-yl)methyl]pyrazolo[1,5-a][1,3,5]triazin-4-amine C(C)C=1C=NN2C1N=C(N=C2N(CC2=NC1=C(N2COCC[Si](C)(C)C)C=CC=C1)CC1=CC=C(C=C1)OC)N1CCOCC1